C([C@@H]1[C@H]([C@@H]([C@H](O1)COS(=O)(=O)O)O[C@H]2[C@@H]([C@H]([C@@H]([C@@H](O2)C(=O)O)O[C@@H]3[C@@H]([C@H]([C@@H]([C@H](O3)CO)O[C@H]4[C@@H]([C@H]([C@@H]([C@@H](O4)C(=O)O)O[C@@H]5[C@@H]([C@H]([C@@H]([C@H](O5)CO)O[C@H]6[C@@H]([C@H]([C@@H]([C@@H](O6)C(=O)O)O[C@@H]7[C@@H]([C@H]([C@@H]([C@H](O7)COS(=O)(=O)O)O[C@H]8[C@@H]([C@H]([C@@H]([C@H](O8)C(=O)O)O)O)O)O)NS(=O)(=O)O)O)OS(=O)(=O)O)O)NS(=O)(=O)O)O)OS(=O)(=O)O)O)NS(=O)(=O)O)O)O)O)O The molecule is a heparan sulfate octasaccharide with sequence: GlcA-GlcNSO3(6-OSO3)-IdoA(2-OSO3)-GlcNSO3-IdoA(2-OSO3)-GlcNSO3-IdoA-aManR(6-OSO3) (aManR = 2,5-anhydro-D-mannitol). It is a heparan sulfate octasaccharide, an amino octasaccharide and an oligosaccharide sulfate.